C1N(CCC2=CC=CC=C12)C=1C=C2CN(CC2=CC1)C(=O)NC1=CNC2=CC=C(C=C12)F 5-(3,4-Dihydroisoquinolin-2(1H)-yl)-N-(5-fluoro-1H-indol-3-yl)isoindoline-2-carboxamide